tert-butyl (3s,5r)-3-(2-((6-amino-3-methyl-2-oxo-2,3-dihydro-1H-benzo[d]imidazol-4-yl) oxy) ethoxy)-5-methylpiperidine-1-carboxylate NC=1C=C(C2=C(NC(N2C)=O)C1)OCCO[C@@H]1CN(C[C@@H](C1)C)C(=O)OC(C)(C)C